(1R,2R)-N-(5-([1,2,4]triazolo[1,5-a]pyridin-2-yl)-8-((methyl-d3)amino)-2,7-naphthyridin-3-yl)-2-fluorocyclopropane-1-carboxamide N=1C(=NN2C1C=CC=C2)C2=C1C=C(N=CC1=C(N=C2)NC([2H])([2H])[2H])NC(=O)[C@@H]2[C@@H](C2)F